N-(3-(2-isopropyl-7-(methylthio)-2,3-dihydro-[1,4]dioxino[2,3-c]pyridin-5-yl)-1H-pyrrolo[2,3-c]pyridin-5-yl)acetamide C(C)(C)C1OC2=C(C(=NC(=C2)SC)C2=CNC3=CN=C(C=C32)NC(C)=O)OC1